Cl.Cl.N[C@]1([C@@H](CC[C@H](C1)CCB(O)O)CNC(CN)=O)C(=O)O (1R,2S,5R)-1-Amino-2-((2-aminoacetamido)methyl)-5-(2-boronoethyl)cyclohexane-1-carboxylic acid dihydrochloride